CC1NCC=2C=C(C=NC2C1)C(F)(F)F 7-Methyl-3-(trifluoromethyl)-5,6,7,8-tetrahydro-1,6-naphthyridine